dihydro-1,4-oxazine O1CCNC=C1